FC1=CC=C(C(=O)NC(C)C=2N=C3CCCN(C3=CC2)C(=O)OCCN(CC)CC)C=C1 2-(diethylamino)ethyl 6-(1-(4-fluorobenzamido)ethyl)-3,4-dihydro-1,5-naphthyridine-1(2H)-carboxylate